2-(2-(3-Oxoisoindolin-5-yl)phenyl)acetohydrazide O=C1NCC2=CC=C(C=C12)C1=C(C=CC=C1)CC(=O)NN